NC1=NC2=C(C=CC=C2C(=N1)C=1N=NN(C1)CC1=CC=CC(=N1)C1(CCC1)O)OC 1-(6-{[4-(2-amino-8-methoxyquinazolin-4-yl)-1H-1,2,3-triazol-1-yl]methyl}pyridin-2-yl)cyclobutane-1-ol